3-acetyl-7-{[4-(4-fluorophenyl)pyrimidin-2-yl]amino}-4-morpholino-2H-benzopyran-2-one C(C)(=O)C=1C(OC2=C(C1N1CCOCC1)C=CC(=C2)NC2=NC=CC(=N2)C2=CC=C(C=C2)F)=O